ClC1=NC(=CC(=N1)NC)Cl 2,6-dichloro-N-methylpyrimidin-4-amine